FC1=C(C=CC=C1)C=1N=C(SC1C(=O)O)N(CCC(=O)OC)CC 2-fluorophenyl-2-(ethyl-(3-methoxy-3-oxopropyl)amino)thiazole-5-carboxylic acid